FC=1C(=NC(=C(C1O)F)C(F)(F)F)N1N=C(C=2C1=CN=C(C2)N2C1(CC1)COCC2)C 3,5-Difluoro-2-(3-methyl-5-(7-oxa-4-azaspiro[2.5]octan-4-yl)-1H-pyrazolo[3,4-c]pyridin-1-yl)-6-(trifluoromethyl)pyridin-4-ol